[7-[[6-methyl-4-(methylamino)-2-pyridyl]amino]-2,3-dihydro-1,4-benzodioxin-5-yl] trifluoromethanesulfonate FC(S(=O)(=O)OC1=CC(=CC=2OCCOC21)NC2=NC(=CC(=C2)NC)C)(F)F